C(C)(=O)C1(COC1)NC(OC(C)(C)C)=O tert-butyl (3-acetyloxetan-3-yl)carbamate